(9H-fluoren-9-yl)methyl ((S)-1-(((S)-1-((4-(hydroxymethyl)phenyl)-amino)-1-oxopropan-2-yl)amino)-3-methyl-1-oxobutan-2-yl)carbamate OCC1=CC=C(C=C1)NC([C@H](C)NC([C@H](C(C)C)NC(OCC1C2=CC=CC=C2C=2C=CC=CC12)=O)=O)=O